4'-(4,7-bis(3-carboxyphenyl)-1H-benzo[d]imidazol-2-yl)-[1,1'-biphenyl]-3,5-dicarboxylic acid sodium salt [Na+].C(=O)([O-])C=1C=C(C=CC1)C1=CC=C(C=2NC(=NC21)C2=CC=C(C=C2)C2=CC(=CC(=C2)C(=O)[O-])C(=O)[O-])C2=CC(=CC=C2)C(=O)[O-].[Na+].[Na+].[Na+]